5-(((1R)-1-(2-(2-((tert-butoxycarbonyl)amino)ethyl)-5-fluoro-2,3-dihydrobenzofuran-7-yl)ethyl)amino)pyrazolo[1,5-a]pyrimidine-3-carboxylic acid C(C)(C)(C)OC(=O)NCCC1OC2=C(C1)C=C(C=C2[C@@H](C)NC2=NC=1N(C=C2)N=CC1C(=O)O)F